C/C(=C\\CC[C@]1([C@H]2CCC(=C)[C@@H]1C2)C)/C(=O)O The molecule is a sesquiterpenoid that is (+)-endo-beta-bergamotene in which one of the methyl groups attached to the C=C double bond in the side-chain has been oxidised to form the corresponding carboxylic acid. It has a role as an insecticide and a plant metabolite. It is an alpha,beta-unsaturated monocarboxylic acid, a bridged compound and a sesquiterpenoid. It derives from a hydride of a (+)-endo-beta-bergamotene.